ethoxybis(2,6-di-tert-butyl-4-methylphenoxy)aluminum C(C)O[Al](OC1=C(C=C(C=C1C(C)(C)C)C)C(C)(C)C)OC1=C(C=C(C=C1C(C)(C)C)C)C(C)(C)C